CC1=C(C=CC(=C1)C)C1=NC(=NC(=N1)C1=C(C=C(C=C1)C)C)C1=C(C=C(C=C1)OCCCC)O 2-(4,6-bis(2,4-dimethylphenyl)-1,3,5-triazin-2-yl)-5-butyloxyphenol